C1NCC2=C(C=CC=C12)NS(=O)(=O)C1=NC=CC=C1C N-(isoindolin-4-yl)-3-methyl-pyridine-2-sulfonamide